O=C(CCNC=1N=[N+](C2=C([N+]1[O-])C=CC(=C2)C=2C=NC=NC2)[O-])OC2CN(CC2)CC(F)(F)F 3-((3-oxo-3-((1-(2,2,2-trifluoroethyl)pyrrolidin-3-yl)oxy)propyl)amino)-7-(pyrimidine-5-yl)benzo[e][1,2,4]triazine-1,4-dioxide